4-(5-((S)-3,10-dimethyl-2,3,4,4a,5,6-hexahydro-1H-pyrazino[1,2-a]quinolin-8-yl)-1H-pyrrolo[2,3-b]pyridin-3-yl)-N-((R)-2-hydroxypropyl)-N-methylbenzamide CN1C[C@H]2N(C3=C(C=C(C=C3CC2)C=2C=C3C(=NC2)NC=C3C3=CC=C(C(=O)N(C)C[C@@H](C)O)C=C3)C)CC1